2-((1H-indol-3-yl)methylene)-N-(4-chloro-3-(trifluoromethyl)phenyl)hydrazine-1-carboxamide N1C=C(C2=CC=CC=C12)C=NNC(=O)NC1=CC(=C(C=C1)Cl)C(F)(F)F